C1(CCCCC1)[C@H](CO)NC(=O)C1C2COC3=C(C21)C=C(C=C3)F exo-N-[(1R)-1-Cyclohexyl-2-hydroxyethyl]-6-fluoro-1,1a,2,7b-tetrahydrocyclopropa[c][1]benzopyran-1-carboxamide